cyclopropyl-[rac-(4s,6s)-4-fluoro-6-phenyl-5,6-dihydro-4H-pyrrolo[1,2-b]pyrazol-2-yl]methanone C1(CC1)C(=O)C=1C=C2N(N1)[C@@H](C[C@@H]2F)C2=CC=CC=C2 |r|